ClC(C1=NC(=NO1)C=1C=CC(=NC1)CP(OCC)(=O)NCC1=C(C=CC=C1)F)(F)F ethyl P-((5-(5-(chlorodifluoromethyl)-1,2,4-oxadiazol-3-yl)pyridin-2-yl)methyl)-N-(2-fluorobenzyl)phosphonamidate